CN(C1CCN(CC1)C(C[C@H](CSC1=CC=CC=C1)NC1=C(C=C(C=C1)S(=O)(=O)N)S(=O)(=O)C(F)(F)F)=O)C (R)-4-((4-(4-(dimethylamino)piperidin-1-yl)-4-oxo-1-(phenylthio)butan-2-yl)amino)-3-((trifluoromethyl)sulfonyl)benzenesulfonamide